(R)-1-(3,3-difluoro-4-((6-fluoro-5-(1-(2-fluoroethyl)-1H-benzo[d]imidazol-6-yl)-4-methoxypyrrolo[2,1-f][1,2,4]triazin-2-yl)amino)piperidin-1-yl)ethan-1-one FC1(CN(CC[C@H]1NC1=NN2C(C(=N1)OC)=C(C(=C2)F)C=2C=CC1=C(N(C=N1)CCF)C2)C(C)=O)F